NC=1C=NC=CC1CCC(C(=O)O)C 4-(3-aminopyridin-4-yl)-2-methylbutanoic acid